O1C(=NC2=C1C=CC=C2)C(=O)N2[C@@H](C1=C(CC2)NC=N1)C1=NN2C(C(=CC=C2)F)=C1 (S)-benzo[d]oxazol-2-yl(4-(4-fluoropyrazolo[1,5-a]pyridin-2-yl)-1,4,6,7-tetrahydro-5H-imidazo[4,5-c]pyridin-5-yl)methanone